(±)-4-(3,4-dihydroisoquinolin-2(1H)-yl)pyrrolidin-3-ol C1N(CCC2=CC=CC=C12)C1C(CNC1)O